[N+](=[N-])=C1C2CCC(C1)CC2 diazobicyclo[2.2.2]octane